8-ethyl-3-hydroxynaphthalen C(C)C=1C=CC=C2C=C(C=CC12)O